FC([C@H](C)NC(=O)C=1C=NN2C1N=CC=C2)(F)F N-((S)-1,1,1-trifluoropropan-2-yl)pyrazolo[1,5-a]pyrimidine-3-carboxamide